OC[C@H]1CN(CC1)C1=CC2=C(N(C(N2C)=O)C2C(N(C(CC2)=O)CC2=CC=C(C=C2)OC)=O)C=C1 3-(5-((R)-3-(hydroxymethyl)pyrrolidin-1-yl)-3-methyl-2-oxo-2,3-dihydro-1H-benzo[d]imidazol-1-yl)-1-(4-methoxybenzyl)piperidine-2,6-dione